C(C)C1=C2C(=CC(=CC2=CC=C1F)O)C1=C(C=2N=C(N=C(C2C=N1)N1CC2OCCNC2C1)OC[C@]12CCCN2C[C@@H](C1)F)F 5-ethyl-6-fluoro-4-(8-fluoro-2-(((2R,7aS)-2-fluorotetrahydro-1H-pyrrolizin-7a(5H)-yl)methoxy)-4-(hexahydropyrrolo[3,4-b][1,4]oxazin-6(2H)-yl)pyrido[4,3-d]pyrimidin-7-yl)naphthalen-2-ol